C(C(C)C)NC=1C2=C(N=C(N1)NC1=CC=C(C=3CCOC31)C(=O)N3CCOCC3)NC=C2C(F)(F)F (7-((4-(iso-butylamino)-5-(trifluoromethyl)-7H-pyrrolo[2,3-d]pyrimidin-2-yl)amino)-2,3-dihydrobenzo-furan-4-yl)(morpholino)methanone